amino-picolinate NC=1C(=NC=CC1)C(=O)[O-]